CN1C=C(C(C2=CC=CC=C12)=O)CN[C@@H]1CN(CCC1)C(=O)OC(C)(C)C tertbutyl (3S)-3-{[(1-methyl-4-oxo-1,4-dihydroquinolin-3-yl)methyl]amino}piperidine-1-carboxylate